FC(OC1=CC=C(OC2=CC=C3CCN(CC3=C2)C(C=C)=O)C=C1)(F)F 1-(7-(4-(trifluoromethoxy)phenoxy)-3,4-dihydroisoquinolin-2(1H)-yl)prop-2-en-1-one